C1(CC1)COC1=C(CNCC2CCN(CC2)C(=O)OC(C)(C)C)C=C(C=C1)F tert-butyl 4-(((2-(cyclopropylmethoxy)-5-fluoro benzyl)amino)methyl)piperidine-1-carboxylate